3-(4-Fluoro-5-(4-methyl-6-(methylamino)pyridin-2-yl)-1-oxoisoindolin-2-yl)piperidin-2,6-dion FC1=C2CN(C(C2=CC=C1C1=NC(=CC(=C1)C)NC)=O)C1C(NC(CC1)=O)=O